N(=C=O)CCCCCCN1CN(CN(C1)CCCCCCN=C=O)CCCCCCN=C=O 1,3,5-tris(6-isocyanatohexyl)-1,3,5-triazinane